(R)-N-(1-(4-(azetidin-1-yl)-6-nitrophthalazin-1-yl)pyrrolidin-3-yl)-5-bromopyrimidin-2-amine N1(CCC1)C1=NN=C(C2=CC=C(C=C12)[N+](=O)[O-])N1C[C@@H](CC1)NC1=NC=C(C=N1)Br